FC=1C(=NC=C(C1)C(=C)C)[N+](=O)[O-] 3-Fluoro-2-nitro-5-(prop-1-en-2-yl)pyridine